C[C@@H]1N(C2=CC=CC=C2[C@@H](C1)NC1=CC=C(C=C1)NC(CCCC(=O)NC1=CC=C(C=C1)N[C@@H]1C[C@@H](N(C2=CC=CC=C12)C(CC)=O)C)=O)C(CC)=O |o1:1,9,33,35| N1,N5-bis(4-{[(2S*,4R*)-2-Methyl-1-propionyl-1,2,3,4-tetrahydroquinolin-4-yl]amino}phenyl)glutaramide